(S)-2-((4-((1H-indazol-5-yl)ethynyl)-[2,4'-bipyrimidine]-2'-yl)amino)-1-(3-hydroxypyrrolidin-1-yl)ethan-1-one N1N=CC2=CC(=CC=C12)C#CC1=NC(=NC=C1)C1=NC(=NC=C1)NCC(=O)N1C[C@H](CC1)O